C(C)(C)(C)OC(CC[C@@H](C(=O)N)N1C(C2=CC=CC(=C2C1=O)NC=1C=C2C=NN(C2=CC1C1=CC(=NC=C1)C)C)=O)=O (S)-5-amino-4-(4-((1-methyl-6-(2-methylpyridin-4-yl)-1H-indazol-5-yl)amino)-1,3-dioxoisoindolin-2-yl)-5-oxopentanoic acid tert-butyl ester